COC=1C=C2CN(C(C2=CC1NC1=NC=C(C(=N1)NCCCN1C(CCCC1)=O)C(F)(F)F)=O)C 5-Methoxy-2-methyl-6-[[4-[3-(2-oxo-1-piperidyl)propylamino]-5-(trifluoromethyl)pyrimidin-2-yl]amino]isoindolin-1-one